C(C)OC(CC1=C2N(C=N1)C[C@@H](C2)F)=O.F[C@@H]2CC=1N(C=NC1CC(=O)OCC)C2 Ethyl (R)-2-(6-fluoro-6,7-dihydro-5H-pyrrolo[1,2-c]imidazol-1-yl)acetate Ethyl-(R)-2-(6-fluoro-6,7-dihydro-5H-pyrrolo[1,2-c]imidazol-1-yl)acetate